FC(OC1=CC=C(C=C1)NC(=O)N[C@@](C)(CC)C(=O)O)F (+)-N-{[4-(difluoromethoxy)phenyl]carbamoyl}-L-isovaline